2-(furan-3-yl)nicotinic acid methyl ester COC(C1=C(N=CC=C1)C1=COC=C1)=O